3-(2-methoxy-5-nitrophenyl)-4-(4-methoxybenzyl)-5-methyl-4H-1,2,4-triazole COC1=C(C=C(C=C1)[N+](=O)[O-])C1=NN=C(N1CC1=CC=C(C=C1)OC)C